methyl-3-(1-(tert-butyl)-5-(6-(methoxymethyl)-4-methyl-3H-imidazo[4,5-c]pyridin-2-yl)-1H-pyrazol-3-yl)cyclopentan-1-one CC1C(CCC1C1=NN(C(=C1)C1=NC2=C(C(=NC(=C2)COC)C)N1)C(C)(C)C)=O